4-(3-amino-1H-pyrazolo[4,3-b]pyridin-5-yl)-N-(2-hydroxycyclohexyl)-3-methylbenzenesulfonamide NC1=NNC=2C1=NC(=CC2)C2=C(C=C(C=C2)S(=O)(=O)NC2C(CCCC2)O)C